(R)-N1-(4-chlorophenyl)-N2-(5-((+)-1-(3-cyanophenyl)-3-cyclopropyl-1-((R)-1,1-dimethylethylsulfinamido)propyl)-2-fluorophenyl)pyrrolidine-1,2-dicarboxamide ClC1=CC=C(C=C1)NC(=O)N1[C@H](CCC1)C(=O)NC1=C(C=CC(=C1)C(CCC1CC1)(N[S@](=O)C(C)(C)C)C1=CC(=CC=C1)C#N)F